NC/C=C/C(=O)O gamma-aminocrotonic acid